FC1(CCN(CC1)C1=C(C=CC(=N1)N)[N+](=O)[O-])F 6-(4,4-difluoropiperidin-1-yl)-5-nitropyridin-2-amine